N-[4-[(E)-3-[4-[2-Hydroxyethyl(methyl)amino]phenyl]prop-2-enoyl]phenyl]-4-(trifluoromethyl)benzamide OCCN(C1=CC=C(C=C1)/C=C/C(=O)C1=CC=C(C=C1)NC(C1=CC=C(C=C1)C(F)(F)F)=O)C